[Br-].COC1=CC=CC=2N(C3=CC=CC(=C3C(C12)C1=CC=CC2=CC=CC=C12)OC)C 1,8-dimethoxy-10-methyl-9-(naphthalen-1-yl)acridine bromide